2-t-butoxycarbonylamino-3-methyl-3-hydroxybutyric acid C(C)(C)(C)OC(=O)NC(C(=O)O)C(C)(O)C